1-((3-methyl-1H-pyrazolo[3,4-b]pyridin-5-yl)methyl)-N-(3-((4-methylpiperazin-1-yl)methyl)-5-(trifluoromethyl)phenyl)indoline-6-carboxamide CC1=NNC2=NC=C(C=C21)CN2CCC1=CC=C(C=C21)C(=O)NC2=CC(=CC(=C2)C(F)(F)F)CN2CCN(CC2)C